CC1=CC=C(C=C1)S(=O)(=O)ON=C1C=CC(S1)=C(C#N)C1=CC=CC=C1 (5-(p-toluenesulfonyl)oxyimino-5H-thiophen-2-ylidene)phenylacetonitrile